BrC=1C=C2CN(C(C2=CC1)=O)O 5-bromo-hydroxyisoindolinone